3-chloro-N-((1-methyl-1H-pyrazol-3-yl)methyl)pyridineamide ClC=1C(=NC=CC1)C(=O)NCC1=NN(C=C1)C